7-(cyclopropyl(5-(4,4-difluoropiperidine-1-carbonyl)pyridin-2-yl)amino)-[1,2,4]triazolo[4,3-a]pyridin-3(2H)-one C1(CC1)N(C1=CC=2N(C=C1)C(NN2)=O)C2=NC=C(C=C2)C(=O)N2CCC(CC2)(F)F